C(C)OC(=O)N1CCN(CC1)C([C@@H](NS(=O)(=O)C1=C(C=C(C=C1C(C)C)C(C)C)C(C)C)CC1=CC(=CC=C1)C(N)=N)=O Nα-(2,4,6-triisopropylphenylsulfonyl)-3-amidino-(L)-phenylalanine-4-ethoxycarbonylpiperazide